C(C)N1CCN(CC1)C1=CC(=CC=2OCCOC21)C 5-(4-ethylpiperazin-1-yl)-7-methyl-2,3-dihydro-1,4-benzodioxine